3-((S)-2-hydroxy-3-((R)-8-(3-methyl-1H-pyrrolo[2,3-b]pyridin-5-ylsulfonyl)-1-oxa-8-azaspiro[4.5]decan-3-ylamino)propoxy)-N-methylbenzenesulfonamide O[C@H](COC=1C=C(C=CC1)S(=O)(=O)NC)CN[C@H]1COC2(C1)CCN(CC2)S(=O)(=O)C=2C=C1C(=NC2)NC=C1C